FC1=C(C=CC=C1F)C1=NN2C(N=CC=C2)=C1C(=O)O 2-(2,3-difluorophenyl)pyrazolo[1,5-a]pyrimidine-3-carboxylic acid